di(isotridecyl) sulfosuccinate S(=O)(=O)(O)C(C(=O)OCCCCCCCCCCC(C)C)CC(=O)OCCCCCCCCCCC(C)C